CN([P@](OC[C@@H]1CN(C[C@@H](O1)N1C2=NC(=NC(=C2N=C1)OCC(C)C#N)NC(C(C)C)=O)C(C1=CC=CC=C1)(C1=CC=CC=C1)C1=CC=CC=C1)(=O)Cl)C ((2S,6R)-6-(6-(2-cyanopropoxy)-2-isobutyramido-9H-purin-9-yl)-4-tritylmorpholin-2-yl)methyl (R)-dimethylphosphoramidochloridate